4-(2-methylpropoxy)-benzylamine CC(COC1=CC=C(CN)C=C1)C